FC=1C=C(C=C(C1)C(F)(F)F)S(=O)(=O)Cl 3-fluoro-5-(trifluoromethyl)benzene-sulfonyl chloride